bis(1-indenyl)zirconium (IV) dichloride [Cl-].[Cl-].C1(C=CC2=CC=CC=C12)[Zr+2]C1C=CC2=CC=CC=C12